[Cl-].C(=O)(C(=C)C)OCC[N+](C)(C)C methacroyl-oxyethyl-trimethyl-ammonium chloride